(2-cyclopropoxy-4-fluorophenyl)(6-{4-methyl-3-[o-(trifluoromethyl)phenyl]-1-pyrazolyl}-2-aza-2-spiro[3.3]heptyl)methanone C1(CC1)OC1=C(C=CC(=C1)F)C(=O)N1CC2(C1)CC(C2)N2N=C(C(=C2)C)C2=C(C=CC=C2)C(F)(F)F